FC1(CCC(CC1)NC(C(C=1C=NC=C(C1)F)N(C(=O)C1C(CC1)(O)O)C1=CC=C(C=C1)S(F)(F)(F)(F)F)=O)F N-[2-[(4,4-difluorocyclohexyl)amino]-1-(5-fluoro-3-pyridyl)-2-oxo-ethyl]-2,2-dihydroxy-N-[4-(pentafluoro-λ6-sulfanyl)phenyl]cyclobutanecarboxamide